C(C)(=O)[O-].C(CCC)[Sn+3].C(C)(=O)[O-].C(C)(=O)[O-] butyltin acetate